ethyl N-(2-((7,8-dichloro-4-(1H-imidazol-1-yl) quinolin-2-yl)(methyl)amino)ethyl)-N-(methylsulfonyl)glycinate ClC1=CC=C2C(=CC(=NC2=C1Cl)N(CCN(CC(=O)OCC)S(=O)(=O)C)C)N1C=NC=C1